FC1=CC(=C(C=C1)N1CCC(CC1)O)[N+](=O)[O-] 1-(4-fluoro-2-nitro-phenyl)piperidin-4-ol